3-(3-chloro-2-methoxyanilino)-2-(3-{[(2S)-oxolan-2-yl]methoxy}pyridin-4-yl)-1,5,6,7-tetrahydro-4H-pyrrolo[3,2-c]pyridin-4-one ClC=1C(=C(NC2=C(NC3=C2C(NCC3)=O)C3=C(C=NC=C3)OC[C@H]3OCCC3)C=CC1)OC